CC1(CCC(CN1)NC1=NC=C(C(=N1)C1=CC2=C(C(NCCC2)=O)N1)C(F)(F)F)C 2-{[(6,6-dimethylpiperidin-3-yl)amino]-5-(trifluoromethyl)pyrimidin-4-yl}-1H,4H,5H,6H,7H,8H-pyrrolo[2,3-c]azepin-8-one